propyl methanesulfonate CS(=O)(=O)OCCC